FC(C(=O)O)(F)F.FC1=CC=C(C=C1)C=1C=NOC1CC(CN)NC 1-((4-(4-fluorophenyl)isoxazol-5-yl)methyl)-N1-methylethane-1,2-diamine trifluoroacetate